N1=C(C=C(C2=CC=CC=C12)NCCCN(C)C)C=1C=C2C=CC=NC2=CC1 N1-([2,6'-biquinolin]-4-yl)-N3,N3-dimethylpropane-1,3-diamine